(S)-5-fluoro-4-(4-methyl-5,6,7,8-tetrahydro-4H-pyrazolo[1,5-a]azepin-3-yl)-N-(5-(4-methylpiperazin-1-yl)pyridin-2-yl)pyrimidin-2-amine FC=1C(=NC(=NC1)NC1=NC=C(C=C1)N1CCN(CC1)C)C=1C=NN2C1[C@H](CCCC2)C